C=C(C)[C@H]1C[C@H](CCC1)O cis-3-(prop-1-en-2-yl)cyclohexan-1-ol